2-methyl-N-(1-methylcyclopropyl)-3-(5-methyl-1,3,4-thiadiazol-2-yl)benzimidazole-5-sulfonamide CC=1N(C2=C(N1)C=CC(=C2)S(=O)(=O)NC2(CC2)C)C=2SC(=NN2)C